6-(indoline-1-carbonyl)-3,4-dihydro-1H-quinolin-2-one N1(CCC2=CC=CC=C12)C(=O)C=1C=C2CCC(NC2=CC1)=O